FC1=CC=CC=2N(C(=NC21)C=2C(=NON2)N)CC=2N=NC=CC2 4-(4-fluoro-1-(pyridazin-3-ylmethyl)-benzoimidazol-2-yl)-1,2,5-oxadiazol-3-amine